C(=O)OC(C)(C)C tertiary butyl formate